N(=C=O)CCC1C2CC(C(C1)C2)(CCCN=C=O)CN=C=O 5-(2-isocyanatoethyl)-2-isocyanatomethyl-2-(3-isocyanatopropyl)-bicyclo(2.2.1)-heptane